tert-butyl (1-(6-(6-((1-hydroxy-2-methylpropan-2-yl)amino)-2-(6-azaspiro[2.5]octan-6-yl)nicotinamido)pyridin-2-yl)piperidin-3-yl)(methyl)carbamate OCC(C)(C)NC1=NC(=C(C(=O)NC2=CC=CC(=N2)N2CC(CCC2)N(C(OC(C)(C)C)=O)C)C=C1)N1CCC2(CC2)CC1